BrC1=C(C=C(C=C1)C1=NN(C2=C1C=NC=1C=CC(=CC21)OC)C2=CC=CC=C2)Cl 3-(4-bromo-3-chloro-phenyl)-8-methoxy-1-phenyl-pyrazolo[4,3-c]quinoline